C(C)OC(=O)[C@@H]1CNCCC1 (S)-piperidine-3-carboxylic acid ethyl ester